C1(CCCC1)NC(OC1=CC(=CC=C1)C=1C=NC=C(C1)C1=NC=NN1)=O 3-(5-(1H-1,2,4-triazol-5-yl)pyridin-3-yl)phenyl cyclopentylcarbamate